[Si](C)(C)(C(C)(C)C)OC1CCN(CC1)C1=C(C=C(C(=C1)F)F)N[C@H](C)C=1C=C(C=C2C(N(C(=NC12)C1CCOCC1)C)=O)C (R)-8-(1-((2-(4-((tert-butyldimethylsilyl)oxy)piperidin-1-yl)-4,5-difluorophenyl)amino)ethyl)-3,6-dimethyl-2-(tetrahydro-2H-pyran-4-yl)quinazolin-4(3H)-one